vinylpyridinium thiocyanate [S-]C#N.C(=C)[N+]1=CC=CC=C1